C(#N)C1=CC=C(C(=O)N2CCC=3C2=CN=CC3C3=CC=C(C#N)C=C3)C=C1 4-(1-(4-Cyanobenzoyl)-2,3-dihydro-1H-pyrrolo[2,3-c]pyridin-4-yl)benzonitrile